O1CCN(CC1)CC1=C(C=CC=C1)C1=CC=C(C=C1)S(=O)(=O)Cl 2'-(morpholinomethyl)-[1,1'-biphenyl]-4-sulfonyl chloride